4-chloro-6-fluoro-3-hydroxy-2-(1H-pyrazol-5-yl)-benzonitrile ClC1=C(C(=C(C#N)C(=C1)F)C1=CC=NN1)O